[P].[P].OCC(O)CO glycerol diphosphorus